BrC=1C(=C(OCCCN2C[C@H]3CC[C@@H](C2)N3)C=CC1)C (1R,5S)-3-(3-(3-bromo-2-methylphenoxy)propyl)-3,8-diazabicyclo[3.2.1]octane